tetraazabicyclo[11.5.5]tricosane N12NNNCCCCCCCCC(CCCCC1)CCCCC2